BrC1=C(C=C(C(=O)NN)C=C1)COC 4-bromo-3-(methoxymethyl)benzoyl-hydrazine